C(C1=CC=CC=C1)N1CCC(CC1)NC(C=C)=O N-(1-benzyl-4-piperidyl)prop-2-enamide